6-[4-[3-(4-pyridyl)-1H-pyrazol-4-yl]phenyl]tetrazolo[1,5-a]pyridine N1=CC=C(C=C1)C1=NNC=C1C1=CC=C(C=C1)C=1C=CC=2N(C1)N=NN2